(5-Ethyl-2-morpholinothiazol-4-yl)methanol C(C)C1=C(N=C(S1)N1CCOCC1)CO